tert-butyl ((2-(1-amino-7-(1,5-dimethyl-1H-pyrazol-4-yl)-8-fluoroisoquinolin-4-yl)-5-(Tetrahydro-2H-pyran-4-yl)thiazol-4-yl)methyl)(methyl)carbamate NC1=NC=C(C2=CC=C(C(=C12)F)C=1C=NN(C1C)C)C=1SC(=C(N1)CN(C(OC(C)(C)C)=O)C)C1CCOCC1